Sulfuric Acid S(O)(O)(=O)=O